3-(5-amino-8-(1-ethyl-1H-pyrazol-5-yl)-2-(1-phenylcyclopropyl)-[1,2,4]triazolo[1,5-c]pyrimidin-7-yl)benzonitrile NC1=NC(=C(C=2N1N=C(N2)C2(CC2)C2=CC=CC=C2)C2=CC=NN2CC)C=2C=C(C#N)C=CC2